CC1=C(C=NN1)C=1N=C(C2=C(N1)C=NC=C2)N2CCC1(CCN(C1)[C@H]1[C@@H](CC1)O)CC2 (1R,2R)-2-(8-(2-(5-methyl-1H-pyrazol-4-yl)pyrido[3,4-d]pyrimidin-4-yl)-2,8-diazaspiro[4.5]decan-2-yl)cyclobutanol